C(C)[C@@H]1N(C2=CC=C(C=C2[C@@H]([C@H]1C)NC1=NC=CC(=N1)C)N1CCOCC1)C(C)=O ((2S,3R,4R)-2-ethyl-3-methyl-4-((4-methylpyrimidin-2-yl)amino)-6-morpholino-3,4-dihydroquinolin-1(2H)-yl)ethanone